BrC1=NC2=CC=CC=C2C(=N1)Br 2,4-dibromoquinazoline